tert-Butyl 2-(2-(2-(3-nitro-5-((triisopropylsilyl)ethynyl)phenoxy)ethoxy)ethoxy)acetate [N+](=O)([O-])C=1C=C(OCCOCCOCC(=O)OC(C)(C)C)C=C(C1)C#C[Si](C(C)C)(C(C)C)C(C)C